Salicyl-(5-hexyn-1-yl)-phosphite C(C=1C(O)=CC=CC1)P([O-])([O-])([O-])CCCCC#C